FC1=C(C=C(C=C1)N(C(=O)C=1C=C(C=2N(N1)C=CN2)C)C)OC N-(4-fluoro-3-methoxy-phenyl)-N,8-dimethyl-imidazo[1,2-b]pyridazine-6-carboxamide